3-(5-((4-(4-((5-chloro-4-((2-(dimethylphosphono)phenyl)amino)pyrimidin-2-yl)amino)-3-Methoxyphenyl)piperazin-1-yl)methyl)-4-fluoro-1-oxoisoindolin-2-yl)piperidine-2,6-dione ClC=1C(=NC(=NC1)NC1=C(C=C(C=C1)N1CCN(CC1)CC=1C(=C2CN(C(C2=CC1)=O)C1C(NC(CC1)=O)=O)F)OC)NC1=C(C=CC=C1)P(=O)(OC)OC